2-methylhexane-3,4-diyl bis(dimethylcarbamate) CN(C(OC(C(C)C)C(CC)OC(N(C)C)=O)=O)C